FC1=CC=C(OC=2C=C(C=CC2)NC(=O)N2CCC(=CC2)C=2C3=C(N=CN2)NC=C3C)C=C1 N-(3-(4-fluorophenoxy)phenyl)-4-(5-methyl-7H-pyrrolo[2,3-d]pyrimidin-4-yl)-3,6-dihydropyridine-1(2H)-carboxamide